P(=O)([O-])([O-])[O-].P(=O)([O-])([O-])[O-].[Mg+2].[Mg+2].[Mg+2] magnesium di-phosphate